[Al].[Cu].[Tb].[Pr].ClC1=CC=C2C=CN=C(C2=C1)NC1=CC(=NC=C1)C(=O)NCC1=CC=NC=C1 4-((7-chloroisoquinolin-1-yl)amino)-N-(pyridin-4-ylmethyl)pyridinecarboxamide praseodymium terbium copper aluminum